BrC=1C(=C(OC2CC3(C2)CCNCC3)C=CC1)C(F)(F)F 2-[3-bromo-2-(trifluoromethyl)phenoxy]-7-azaspiro[3.5]nonane